2-[4-(2-chlorophenyl)-2-oxo-chromen-7-yl]oxypropionic acid ethyl ester C(C)OC(C(C)OC1=CC=C2C(=CC(OC2=C1)=O)C1=C(C=CC=C1)Cl)=O